Bicyclo[1.1.1]pentane-1-carbonyl chloride C12(CC(C1)C2)C(=O)Cl